BrC=1C(=C2N(C=CN=C2Cl)C1C)C1=CC=C(C=C1)F 7-bromo-1-chloro-8-(4-fluorophenyl)-6-methylpyrrolo[1,2-a]pyrazine